ClC1=C2C(NC=NC2=CC=C1SC=1N=CC(=NC1)N1CCC2(CC1)[C@H](C1=C(N=CS1)C2)NC(OC(C)(C)C)=O)=O tert-butyl (R)-(1'-(5-((5-chloro-4-oxo-3,4-dihydroquinazolin-6-yl)thio)pyrazin-2-yl)-4,6-dihydrospiro[cyclopenta[d]thiazole-5,4'-piperidin]-6-yl)carbamate